C1C(CC12CCNCC2)N2C=NC1=CC=C(C=C1C2=O)OC=2C(=C(C=CC2F)C2N(CC2OC)S(=O)(=O)N)C#N [3-[3-(7-azaspiro[3.5]nonan-2-yl)-4-oxo-quinazolin-6-yl]oxy-2-cyano-4-fluoro-phenyl]-3-methoxy-azetidine-1-sulfonamide